C(N)(O[C@@H](C(=O)NC1CCCCC1)CC1=CNC2=CC=CC=C12)=O (R)-(1-(cyclohexylamino)-3-(1H-indol-3-yl)-1-oxopropan-2-yl) carbamate